(methacryloyloxy)benzoic acid-3,3,5-trimethylcyclohexyl ester CC1(CC(CC(C1)C)OC(C1=C(C=CC=C1)OC(C(=C)C)=O)=O)C